FC(CN1C(=NC2=NC=C(C=C21)C=2C=CN1N=C(N=CC12)N[C@@H]1CC[C@@H](CC1)N(C)C)C)F cis-N1-(5-(1-(2,2-difluoroethyl)-2-methyl-1H-imidazo[4,5-b]pyridin-6-yl)pyrrolo[2,1-f][1,2,4]triazin-2-yl)-N4,N4-dimethylcyclohexane-1,4-diamine